O[Li] hydroxy-lithium